Cl.N1C=NC=2C1=NC=CN2 imidazo[4,5-b]pyrazine hydrochloride